C(C)C=1C(=C(C(=C(C1O)C=1C(=CC=CC1)O)N)N)CC diethyl-diamino-biphenol